N-[(7-fluoro-2-oxo-1,2-dihydroquinolin-3-yl)methyl]-6-methyl-4-[(1-methylcyclopropyl)amino]furo[2,3-d]pyrimidine-5-carboxamide FC1=CC=C2C=C(C(NC2=C1)=O)CNC(=O)C1=C(OC=2N=CN=C(C21)NC2(CC2)C)C